ClC1=C(C(=NC(=N1)COC)N1CC=2C=C(C=NC2CC1)C=1C(=NN(C1)C)C)C 6-(6-Chloro-2-(methoxymethyl)-5-methylpyrimidin-4-yl)-3-(1,3-dimethyl-1H-pyrazol-4-yl)-5,6,7,8-tetrahydro-1,6-naphthyridine